C(CCCCCCCCC)(=O)N[C@H](C(=O)NCC(=O)O)C (S)-2-(2-decanamidopropionamido)acetic acid